NC=1C=NN(C1)C[C@](C(=O)NC1=CC(=C(C=C1)C#N)C(F)(F)F)(C)O (S)-3-(4-amino-1H-pyrazol-1-yl)-N-(4-cyano-3-(trifluoromethyl)phenyl)-2-hydroxy-2-methylpropanamide